ClC=1C=C(C=C(C1OC=1N=NC(=C(C1)C(C)C)Cl)Cl)N1N=C(C(NC1=O)=O)C#N 2-(3,5-dichloro-4-((6-chloro-5-isopropylpyridazin-3-yl)oxy)phenyl)-3,5-dioxo-2,3,4,5-tetrahydro-1,2,4-triazine-6-carbonitrile